C(C=C)C(C(=O)O)C(=O)O.[K] potassium allylmalonic acid